CN1C(C2=C(C=C1)C(=CN2S(=O)(=O)C2=CC=C(C)C=C2)C2=CC=C(C=C2)CN2CCC1(CCO1)CC2)=O 6-Methyl-3-(4-(1-oxa-7-azaspiro[3.5]non-7-ylmethyl)phenyl)-1-tosyl-1H-pyrrolo[2,3-c]pyridin-7(6H)-one